Aminopropyl-Calcium NCCC[Ca]